C(C)OCCNC(=O)C1=CC2=C(N(C(=N2)NC=2SC3=C(N2)C=CC(=C3)Cl)C)C=C1 2-(6-Chloro-benzothiazol-2-ylamino)-1-methyl-1H-benzoimidazole-5-carboxylic acid (2-ethoxy-ethyl)-amide